C(CCC#CC#CC#CC#CC=C)=O 12-TRIDECENE-4,6,8,10-tetraynal